C(C(C)(C)C)(=O)OCCC(COS(=O)(=O)ON1[C@@H]2CC[C@H](N(C1=O)C2)C(N)=O)(C)C 4-(((((1R,2S,5R)-2-carbamoyl-7-oxo-1,6-diazabicyclo[3.2.1]octan-6-yl)oxy)sulfonyl)oxy)-3,3-dimethylbutyl pivalate